N3,N3,N7,N7,5,5-hexamethyl-3'H,5H-spiro[dibenzo[b,e]siline-10,1'-isobenzofuran]-3,7-diamine CN(C=1C=CC2=C([Si](C3=C(C=CC(=C3)N(C)C)C23OCC2=CC=CC=C32)(C)C)C1)C